2-(7-cyano-1'-((1s,4s)-4-isopropyl-cyclohexyl)-3-oxo-1H-spiro[isoquinoline-4,4'-piperidin]-2(3H)-yl)ethyl methyl-carbamate CNC(OCCN1CC2=CC(=CC=C2C2(CCN(CC2)C2CCC(CC2)C(C)C)C1=O)C#N)=O